NCC1=NC=CC(=N1)N(C)C (aminomethyl)-N,N-dimethylpyrimidin-4-amine